ClC1=C(C(=O)N2COC3=C(C2)C=CC=C3C3=CC=C(C(=N3)N3CCCCC3)C(=O)OC)C(=CC(=C1)N1CCC(CC1)N1CCOCC1)Cl Methyl 6-[3-[2,6-dichloro-4-(4-morpholin-4-ylpiperidin-1-yl)benzoyl]-2,4-dihydro-1,3-benzoxazin-8-yl]-2-piperidin-1-ylpyridine-3-carboxylate